CC1=CCC(CC1)C(C)(C)S 2-(4-methylcyclohex-3-en-1-yl)propane-2-thiol